(S)-1-(1-(6-chloro-4-isopropyl-2,7-naphthyridin-1-yl)pyrrolidin-2-yl)-N,N-dimethylmethylamine ClC=1C=C2C(=CN=C(C2=CN1)N1[C@@H](CCC1)CN(C)C)C(C)C